3,6-bistrifluoromethoxycarbazole methyl-6-amino-7-(naphthalen-1-ylmethyl)-5-oxo-8-(3-(trifluoromethyl)phenyl)-2,3-dihydro-5H-oxazolo[3,2-a]pyridine-3-carboxylate COC(=O)C1COC=2N1C(C(=C(C2C2=CC(=CC=C2)C(F)(F)F)CC2=CC=CC1=CC=CC=C21)N)=O.FC(OC=2C=CC=1NC3=CC=C(C=C3C1C2)OC(F)(F)F)(F)F